C1(=CC=CC=C1)C1N(C(N(C1)CC1CCOCC1)=O)C1=CC=C(C=C1)C1=NOC(=N1)C(F)(F)F 4-phenyl-1-(tetrahydro-2H-pyran-4-ylmethyl)-3-{4-[5-(trifluoromethyl)-1,2,4-oxadiazol-3-yl]phenyl}imidazolidin-2-one